CN1C(=NC=C1)C(=O)ON=CC1=CC(=CC(=C1)C(F)(F)F)C(F)(F)F 3,5-Bis(trifluoromethyl)benzaldehyde-O-(1-methyl-1H-imidazole-2-carbonyl) oxime